NC1=CC(=C2CN(C(C2=C1)=O)CC(=C)C1=CC=CC=C1)C1=CC=C2C=NN(C2=C1)C 6-amino-4-(1-methyl-1H-indazol-6-yl)-2-(2-phenylprop-2-en-1-yl)-2,3-dihydro-1H-isoindol-1-one